CC1=CC2=C(N=C(N=[N+]2[O-])Cl)C=C1 7-methyl-3-chlorobenzo[e][1,2,4]triazine-1-oxide